2-[1-[3-[3-[(4-methoxyphenyl)methyl]-2,4-dioxo-hexahydro-pyrimidin-1-yl]-1-methyl-indazol-6-yl]-4-piperidyl]acetaldehyde COC1=CC=C(C=C1)CN1C(N(CCC1=O)C1=NN(C2=CC(=CC=C12)N1CCC(CC1)CC=O)C)=O